undecyl-dimethyl-chlorosilane C(CCCCCCCCCC)[Si](Cl)(C)C